N-(5-(3,5-difluorobenzyl)-1H-indazol-3-yl)-4-(4-(((2-(2,6-dioxopiperidin-3-yl)-1-oxoisoindoline-5-yl)methyl)(methyl)amino)piperidin-1-yl)-2-((tetrahydro-2H-pyran-4-yl)amino)benzamide FC=1C=C(CC=2C=C3C(=NNC3=CC2)NC(C2=C(C=C(C=C2)N2CCC(CC2)N(C)CC=2C=C3CN(C(C3=CC2)=O)C2C(NC(CC2)=O)=O)NC2CCOCC2)=O)C=C(C1)F